(4s,4as,5as,6s,12ar)-4-(dimethylamino)-1,6,10,11,12a-pentahydroxy-6-methyl-3,12-dioxo-4,4a,5,5a-tetrahydrotetracene-2-carboxamide CN([C@@H]1C(C(=C([C@]2(C(C3=C(C4=C(C=CC=C4[C@@]([C@H]3C[C@@H]12)(C)O)O)O)=O)O)O)C(=O)N)=O)C